2-(2'-Hydroxyphenyl)benzotriazolen OC1=C(C=CC=C1)N1NC2=C(N1)C=CC=C2